3-[(2,3-dichlorophenyl)methyl]-4-[(4,4-difluorocyclohexyl)methyl]-4,5-dihydro-1,2,4-oxadiazol-5-one ClC1=C(C=CC=C1Cl)CC1=NOC(N1CC1CCC(CC1)(F)F)=O